NC1=C([N+](=CC2=C(C=CC=C12)C1=C(C=CC=C1OC)F)[O-])C(NCCC)=O 4-amino-8-(2-fluoro-6-methoxyphenyl)-3-(propylcarbamoyl)isoquinoline 2-oxide